BrC=1C=C(CN(C2=NC(=C(N=C2)C2=CC=CC=C2)C2=CC=CC=C2)C)C=CC1 N-(3-bromobenzyl)-N-methyl-5,6-diphenylpyrazin-2-amine